C[C@@]1([C@H](C1)C(=O)N1C(OC[C@@H]1C1=CC=CC=C1)=O)C1=CC=CC=C1 (S)-3-((1S,2R)-2-methyl-2-phenylcyclopropane-1-carbonyl)-4-phenyloxazolidin-2-one